1,4-diamino-3-methylbenzene NC1=CC(=C(C=C1)N)C